N-{[2-fluoro-3-methoxy-6-(4-methyl-1,2,3-triazol-1-yl)phenyl]methyl}-1-[(7-isopropyl-6,8-dihydro-5H-1,7-naphthyridin-3-yl)methyl]-3-(methoxymethyl)pyrazole-4-carboxamide FC1=C(C(=CC=C1OC)N1N=NC(=C1)C)CNC(=O)C=1C(=NN(C1)CC=1C=NC=2CN(CCC2C1)C(C)C)COC